ClC1=C(C=CC=C1NC(C1=NC=C(C=C1)CN1C[C@@H](CC1)O)=O)C1=C(C(=CC=C1)NC(=O)C1=CC=C(C=N1)CN1CC(C1)C(=O)O)C (R)-1-((6-(2'-chloro-3'-(5-((3-hydroxypyrrolidin-1-yl)methyl)picolinamido)-2-methylbiphenyl-3-ylcarbamoyl)pyridin-3-yl)methyl)azetidine-3-carboxylic Acid